FC=1C=CC2=C(CCC(O2)CO)C1 6-fluoro-3,4-dihydro-2H-benzopyran-2-methanol